(E)-1-(4-Ethylphenyl)-3-(3-hydroxy-4-methoxyphenyl)prop-2-en-1-one C(C)C1=CC=C(C=C1)C(\C=C\C1=CC(=C(C=C1)OC)O)=O